OC1=C(N=C(N(C1=O)C)C(C1=CC=CC=C1)NC(OCC1=CC=CC=C1)=O)C(NC=1C=NOC1)=O benzyl ((5-hydroxy-4-(isoxazol-4-ylcarbamoyl)-1-methyl-6-oxo-1,6-dihydropyrimidin-2-yl)(phenyl)methyl)carbamate